3-(4-bromobutyl)-4-chloro-1H-imidazol-3-ium bromide [Br-].BrCCCC[N+]1=CNC=C1Cl